tert-butyl 4-(3-cyano-4-fluorophenyl)-2-(2-(pyridin-4-ylmethoxy)pyridin-4-yl)-1H-pyrrolo[2,3-b]pyridine-1-carboxylate C(#N)C=1C=C(C=CC1F)C1=C2C(=NC=C1)N(C(=C2)C2=CC(=NC=C2)OCC2=CC=NC=C2)C(=O)OC(C)(C)C